(1R,5S) or (1S,5R)-3-(8-cyanoquinolin-5-yl)-N-((S)-4,4-difluoro-1-methylpiperidine-3-yl)-5-(trifluoromethyl)-3-azabicyclo[3.1.0]hexane-1-carboxamide C(#N)C=1C=CC(=C2C=CC=NC12)N1C[C@]2(C[C@]2(C1)C(F)(F)F)C(=O)N[C@H]1CN(CCC1(F)F)C |o1:14,16|